C(C)OC1=CC=CC(=N1)C(S(=O)(=O)N)C1=CN=C2C(=N1)NC=N2 6-ethoxypyridin-2-yl-1H-imidazo[4,5-b]pyrazin-6-yl-methanesulfonamide